1-{2-[4,6-diamino-(1,3,5)triazine-2-yl]-ethyl}-3-[3-(triethoxysilyl)propyl]urea NC1=NC(=NC(=N1)N)CCNC(=O)NCCC[Si](OCC)(OCC)OCC